Cl.F[C@@H]1CNCC1 (S)-(-)-3-fluoropyrrolidine hydrochloride